CC1=CC=C(C=C1)C(C)C p-methyl-cumene